N-ethyl-2-(pyrimidin-2-yloxy)ethan-1-amine C(C)NCCOC1=NC=CC=N1